C1(=CC=CC2=CC=CC=C12)N[C@H](C)C(=O)O D-1-naphthyl-alanine